N-{[5-chloro-6-(5-vinyl-2-pyrazinyl)-2-indolyl]methyl}1-methylcyclopropanecarboxamide ClC=1C=C2C=C(NC2=CC1C1=NC=C(N=C1)C=C)CNC(=O)C1(CC1)C